ClC1=CC=C(C=C1)C=1N=C2N(C=CC=C2)C1CN1CC2COCC(C1)N2C(=O)N2CCCCC2 (7-{[2-(4-Chlorophenyl)imidazo[1,2-a]pyridin-3-yl]methyl}-3-oxa-7,9-diazabicyclo[3.3.1]non-9-yl)(piperidin-1-yl)methanone